deoxythymidine-3'-yl 3,4,5-tri(octadecyloxy)benzyl succinate C(CCC(=O)OCC1=CC(=C(C(=C1)OCCCCCCCCCCCCCCCCCC)OCCCCCCCCCCCCCCCCCC)OCCCCCCCCCCCCCCCCCC)(=O)O[C@@]1(C[C@@H](O[C@@H]1CO)N1C(=O)NC(=O)C(C)=C1)O